5-Fluoro-N-methyl-2-[4-methyl-6-({1-[(3R)-2-methyl-6-oxohexan-3-yl]azetidin-3-yl}methyl)pyrrolo[1,2-a]pyrazin-8-yl]-N-(isopropyl)benzamide FC=1C=CC(=C(C(=O)N(C(C)C)C)C1)C=1C=C(N2C1C=NC=C2C)CC2CN(C2)[C@@H](C(C)C)CCC=O